[Si](C)(C)(C(C)(C)C)OCC1=CC=C(C=C1)C1=C(C(=NC(=C1)Cl)N)N (4-(((tert-butyldimethylsilyl)oxy)methyl)phenyl)-6-chloropyridine-2,3-diamine